6-(2,4-Dimethoxypyrimidin-5-yl)-4-((1S,2R)-2-isopropylcyclopropyl)-2-methylpyridazine COC1=NC=C(C(=N1)OC)C1=CC(=CN(N1)C)[C@@H]1[C@H](C1)C(C)C